7-[3-(hydroxymethyl)-7-oxo-2-(2-trimethylsilylethoxymethyl)-4,5-dihydropyrazolo[3,4-C]pyridin-6-yl]-2-methyl-3,4-dihydroisoquinolin-1-one OCC=1N(N=C2C(N(CCC21)C2=CC=C1CCN(C(C1=C2)=O)C)=O)COCC[Si](C)(C)C